FC=1C=C(C=CC1C=1C(=NN(C1)CC(=O)NC=1N=NC(=CC1)F)C)C1=CN=C(N1C)C(=O)N 5-[3-fluoro-4-[1-[2-[(6-fluoropyridazin-3-yl)amino]-2-oxo-ethyl]-3-methyl-pyrazol-4-yl]phenyl]-1-methyl-imidazole-2-carboxamide